2-amino-N-{(1S,2S)-2-[(4-bromophenyl)methoxy]cyclopentyl}-5-(2-methyl-1,3-thiazol-4-yl)pyridine-3-carboxamide NC1=NC=C(C=C1C(=O)N[C@@H]1[C@H](CCC1)OCC1=CC=C(C=C1)Br)C=1N=C(SC1)C